FC(C=1C=C(C=CC1)C(C)=O)(F)F 1-[3-(trifluoromethyl)phenyl]Ethanone